NC=1SC(=C(N1)C(=O)OCC)CCC ethyl 2-amino-5-propylthiazole-4-carboxylate